(R)-1-(pyrimidin-2-yl)-N-((5-(trifluoromethyl)pyridin-2-yl)methyl)ethan-1-amine N1=C(N=CC=C1)[C@@H](C)NCC1=NC=C(C=C1)C(F)(F)F